(S)-2-(6-oxo-5-(pyridin-4-yl)pyrimidin-1(6H)-yl)-N-(1-(4-(trifluoromethoxy)phenyl)ethyl)acetamide O=C1C(=CN=CN1CC(=O)N[C@@H](C)C1=CC=C(C=C1)OC(F)(F)F)C1=CC=NC=C1